2-(2-fluoro-3-(hydroxymethyl)phenyl)propan-2-ol FC1=C(C=CC=C1CO)C(C)(C)O